biphenyl 4-(6-hydroxyhexyloxy)cinnamate OCCCCCCOC1=CC=C(C=CC(=O)O)C=C1.C1(=CC=CC=C1)C1=CC=CC=C1